C(C)OC(=O)C1=NC2=CC=C(C=C2C(=C1)C(=O)O)O 2-(ethoxycarbonyl)-6-hydroxyquinoline-4-carboxylic acid